C1(=CC=CC=C1)C=1SC=C(N1)CC(=O)N1CC2(C1)CN(CCC2)C2=CC=CC=C2 2-(2-phenyl-1,3-thiazol-4-yl)-1-{6-phenyl-2,6-diazaspiro[3.5]nonan-2-yl}ethan-1-one